germanolate [GeH3][O-]